8-hydroxy-6-oxo-pyrido[2,3-b]Piperazine-7-carboxylic acid ethyl ester C(C)OC(=O)C1=C(C2=C(NCCN2)NC1=O)O